ClC1(N=CC=N1)Cl 2,2-dichloroimidazole